methyl (1R,2S,5S)-3-{(2S)-2-[(tert-butoxycarbonyl) amino]-2-cyclohexylacetyl}-6,6-dimethyl-3-azabicyclo[3.1.0]hexane-2-carboxylate C(C)(C)(C)OC(=O)N[C@H](C(=O)N1[C@@H]([C@H]2C([C@H]2C1)(C)C)C(=O)OC)C1CCCCC1